2-(8-formyl-7-hydroxy-5-methoxy-4-methyl-2-oxo-2H-chromen-3-yl)-N-(2-morpholinoethyl)acetamide C(=O)C=1C(=CC(=C2C(=C(C(OC12)=O)CC(=O)NCCN1CCOCC1)C)OC)O